tert-Butyl 2-nitro-4-(4-(2,2,2-trifluoroacetyl)piperazin-1-yl)benzoate [N+](=O)([O-])C1=C(C(=O)OC(C)(C)C)C=CC(=C1)N1CCN(CC1)C(C(F)(F)F)=O